N(C(=O)C)C=1N=C2N(N=C(C=C2)C=2C=C(C(=NC2)CC)C(=O)NCC2=C(C=CC(=C2)C(F)(F)F)F)C1 5-{2-Acetaminoimidazo[1,2-b]pyridazin-6-yl}-2-ethyl-N-{[2-fluoro-5-(trifluoromethyl)phenyl]methyl}pyridine-3-carboxamide